C(C1=CC=CC=C1)OC[C@H](NC(=O)C1(CCCCC1)CO)C(=O)OCC1=CC=CC=C1 Benzyl O-Benzyl-N-(1-(Hydroxymethyl)Cyclohexane-1-Carbonyl)-L-Serinate